Cl.C(C=C)(=O)NCCCNC(C1=CC=CC=C1)=O N-{3-[(prop-2-enoyl)amino]propyl}benzamide hydrochloride